NCC1CN(CC1)S(=O)(=O)C1=C(C=CC=C1)C1=C2C=C3CCC[N+]=4CCCC(=C2OC=2C=5CCCN6CCCC(=CC12)C56)C43 16-{2-[3-(aminomethyl)pyrrolidine-1-sulfonyl]phenyl}-3-oxa-9λ5,23-diazaheptacyclo[17.7.1.15,9.02,17.04,15.023,27.013,28]octacosa-1(27),2(17),4,9(28),13,15,18-heptaen-9-ylium